[[(2R,3S,4R,5R)-5-(2-Amino-6-oxo-1H-purin-9-yl)-3,4-dihydroxyoxolan-2-yl]methoxy-oxidophosphoryl]oxy-(phosphonatoamino)phosphinate tetralithium [Li+].[Li+].[Li+].[Li+].NC=1NC(C=2N=CN(C2N1)[C@H]1[C@@H]([C@@H]([C@H](O1)COP(=O)([O-])OP([O-])(=O)NP(=O)([O-])[O-])O)O)=O